N-(4-bromophenyl)-N-(2-cyclopropyl-2-oxo-ethyl)formamide BrC1=CC=C(C=C1)N(C=O)CC(=O)C1CC1